(S)-8-(2,4-difluorophenoxy)-N-((1r,5S,8S)-3-(6-methylpyrimidin-4-yl)-3-azabicyclo[3.2.1]oct-8-yl)-5,6,7,8-tetrahydro-[1,2,4]triazolo[1,5-a]pyridin-2-amine FC1=C(O[C@@H]2C=3N(CCC2)N=C(N3)NC3[C@H]2CN(C[C@@H]3CC2)C2=NC=NC(=C2)C)C=CC(=C1)F